OC1=C(C=CC=C1)C=1C=C2C(=NN1)N(C[C@@H]1N2CCN(C1)C(=O)OC(C)(C)C)C(=O)OC(C)(C)C di-tert-butyl (R)-2-(2-hydroxyphenyl)-6a,7,9,10-tetrahydro-5H-pyrazino[1',2':4,5]pyrazino[2,3-c]pyridazine-5,8(6H)-dicarboxylate